ClC1=C(C=CC(=C1)C(F)(F)F)C=1C=C2CN(CC2=CC1)C(CN1N=C(N=C1)C#N)=O 1-(2-(5-(2-chloro-4-(trifluoromethyl)phenyl)isoindolin-2-yl)-2-oxoethyl)-1H-1,2,4-triazole-3-carbonitrile